N1=CC(=CC=C1)C=1SCC(N1)C(=O)NC1CCC(CC1)NC1=CC(=NC2=CC=C(C=C12)Cl)C(F)(F)F 2-(pyridin-3-yl)-N-[(1s,4s)-4-{[6-chloro-2-(trifluoromethyl)quinolin-4-yl]amino}cyclohexyl]-4,5-dihydro-1,3-thiazole-4-carboxamide